(3S)-4-(2,2-dimethylpropanoyl)-6-fluoro-3-phenyl-3,5-dihydro-2H-1,4-benzoxazepine-8-carboxylic acid CC(C(=O)N1[C@H](COC2=C(C1)C(=CC(=C2)C(=O)O)F)C2=CC=CC=C2)(C)C